fluoro-17α,21-dihydroxy-16β-methylpregna-4,9(11)-diene-3,20-dione FC(C([C@]1([C@H](C[C@H]2[C@@H]3CCC4=CC(CC[C@]4(C)C3=CC[C@]12C)=O)C)O)=O)O